COC=1C=C(C=CC1)C1=NN2C=NC=3C=CC(=CC3C2=N1)C 2-(3-methoxyphenyl)-9-methyl[1,2,4]triazolo[1,5-c]quinazolin